(morpholinomethyl)-1-oxa-4-azacyclotridecane-11,13-dione O1CCN(CC1)CC1OC(CC(CCCCCCNC1)=O)=O